N'-(4-(3,5-dichlorophenoxy)phenyl)-3-(difluoromethyl)-1-methyl-1H-pyrazole-4-hydrazide ClC=1C=C(OC2=CC=C(C=C2)NNC(=O)C=2C(=NN(C2)C)C(F)F)C=C(C1)Cl